6-[4-[4-[6-Chloro-4-(trifluoromethyl)-2-pyridyl]piperazin-1-yl]sulfonylphenyl]-2,6-diazaspiro[3.4]octan-7-one ClC1=CC(=CC(=N1)N1CCN(CC1)S(=O)(=O)C1=CC=C(C=C1)N1CC2(CNC2)CC1=O)C(F)(F)F